NCC1=C(C=C(C=C1C(C)C)C(C)C)O 2-aminomethyl-3,5-diisopropylphenol